S(=O)(=O)(O)C1=CC=CC=C1 sulfobenzene